n-Butyl-Methyl-Methyl-Methacrylat C(CCC)CC(C(=O)[O-])=C(C)C